3,3'-{[(4R,5S,6S,7R)-4,7-Dibenzyl-5,6-dihydroxy-2-oxo-1,3-diazepane-1,3-diyl]bis(methylene)}bis[N-(1H-benzimidazol-2-yl)benzamide] C(C1=CC=CC=C1)[C@H]1N(C(N([C@@H]([C@@H]([C@H]1O)O)CC1=CC=CC=C1)CC=1C=C(C(=O)NC2=NC3=C(N2)C=CC=C3)C=CC1)=O)CC=1C=C(C(=O)NC3=NC2=C(N3)C=CC=C2)C=CC1